(6S)-5-(2-(3-fluorophenyl)-2-hydroxyacetyl)-N-((S)-3-oxo-1-((S)-2-oxopyrrolidin-3-yl)-4-(trifluoromethoxy)butan-2-yl)-5-azaspiro[2.4]heptane-6-carboxamide FC=1C=C(C=CC1)C(C(=O)N1CC2(CC2)C[C@H]1C(=O)N[C@@H](C[C@H]1C(NCC1)=O)C(COC(F)(F)F)=O)O